N-(2-(1H-indol-3-yl)ethyl)-N-isopropylprop-2-en-1-amine N1C=C(C2=CC=CC=C12)CCN(CC=C)C(C)C